2-(3-(3-((R)-fluoro(4-methyl-4H-1,2,4-triazol-3-yl)methyl)oxetan-3-yl)phenyl)-6-(((S)-2-methyl-1,4-oxazepan-4-yl)methyl)-4-(trifluoromethyl)isoindolin-1-one F[C@H](C1(COC1)C=1C=C(C=CC1)N1C(C2=CC(=CC(=C2C1)C(F)(F)F)CN1C[C@@H](OCCC1)C)=O)C1=NN=CN1C